5-[2-(1,4-diazepan-1-yl)pyrimidin-5-yl]-3-[3-[[ethyl(methyl)sulfamoyl]amino]-2,6-difluoro-benzoyl]-1H-pyrrolo[2,3-b]pyridine N1(CCNCCC1)C1=NC=C(C=N1)C=1C=C2C(=NC1)NC=C2C(C2=C(C(=CC=C2F)NS(N(C)CC)(=O)=O)F)=O